N(C1=CC=CC=C1)CC=1C=C(C2=C3N(C(CO2)C2=NC=CC=C2)C(NC13)=O)C=1C(=NOC1C)C 9-(anilinomethyl)-7-(3,5-dimethylisoxazol-4-yl)-4-pyridin-2-yl-4,5-dihydroimidazo[1,5,4-de][1,4]benzoxazin-2(1H)-one